4-(2-methylpropenyl)carbonyl-oxyphenylboronic acid CC(=CC(=O)OC1=CC=C(C=C1)B(O)O)C